CN1NC2=CN(CCOC2=C1)C1=C(C=C(C=C1)C1=NC2=CC=C(N=C2C=C1)C(F)(F)F)C 2-methyl-7-(2-methyl-4-(6-(trifluoromethyl)-1,5-naphthyridin-2-yl)phenyl)-6,7-dihydro-2H-pyrazolo[3,4-f][1,4]oxazepin